ClC1=C(C=C(OCC(=O)NC23C(CC(CC2)(CC3)C=3OC(=NN3)C3=CC(=C(C=C3)Cl)F)O)C=C1)F 2-(4-chloro-3-fluorophenoxy)-N-{4-[5-(4-chloro-3-fluorophenyl)-1,3,4-oxadiazol-2-yl]-2-hydroxybicyclo[2.2.2]oct-1-yl}acetamide